1-glycidyl-4-(2-pyridyl)piperazine C(C1CO1)N1CCN(CC1)C1=NC=CC=C1